BrC1=C(OCC2N(CC(C2)(F)F)C(=O)OC(C)(C)C)C=CC(=C1)Cl tert-butyl 2-[(2-bromo-4-chlorophenoxy)methyl]-4,4-difluoropyrrolidine-1-carboxylate